N,N-diethyl-N-(3-sulfopropyl)-4-vinyl-benzyl-ammonium C(C)[N+](CCCS(=O)(=O)O)(CC)CC1=CC=C(C=C1)C=C